2,6-Difluoro-3-(6-(2-(hydroxymethyl)morpholino)-1-methyl-1H-pyrazolo[3,4-d]pyrimidin-3-yl)-5-(trifluoromethyl)phenol FC1=C(C(=C(C=C1C1=NN(C2=NC(=NC=C21)N2CC(OCC2)CO)C)C(F)(F)F)F)O